1-(3-chloro-4-(trifluoromethyl)phenyl)-3-(2,4-difluoro-3-(3-morpholinoquinoxaline-6-carbonyl)phenyl)urea ClC=1C=C(C=CC1C(F)(F)F)NC(=O)NC1=C(C(=C(C=C1)F)C(=O)C=1C=C2N=C(C=NC2=CC1)N1CCOCC1)F